FC=1C=C(C=CC1F)N1C=CC2=CC(=CC=C12)C(C(=O)N)=C (1-(3,4-difluorophenyl)-1H-indol-5-yl)acrylamide